(6-Chloropyridin-3-yl)-1,4-dimethylpiperazin-2-one ClC1=CC=C(C=N1)C1C(N(CCN1C)C)=O